C1(CCCCC1)C[C@@H](C(N[C@H](C=O)C[C@H]1C(NCC1)=O)=O)NC(OCC1=CC(=CC=C1)C#N)=O 3-Cyanobenzyl ((S)-3-cyclohexyl-1-oxo-1-(((S)-1-oxo-3-((S)-2-oxopyrrolidin-3-yl)propan-2-yl)amino)propan-2-yl)carbamate